2-(3-methylpyridin-2-yl)acetic acid CC=1C(=NC=CC1)CC(=O)O